C(C)(C)(C)NS(=O)(=O)C1=C(C=CC(=C1)O)C1=CN=C(S1)C1=CC=C(C=C1)NC(OC(C)C)=O isopropyl N-[4-[5-[2-(tert-butylsulfamoyl)-4-hydroxy-phenyl] thiazol-2-yl]phenyl]carbamate